CC1OC(CN(C1)C1=CC=C(C=C1)NC1=CC=C2C(=CN(C2=C1)C)C(=O)N)C 6-((4-(2,6-dimethylmorpholino)phenyl)amino)-1-methyl-1H-indole-3-carboxamide